mono-decyl ether C(CCCCCCCCC)OCCCCCCCCCC